tri(4-trifluoromethylphenyl)phosphine FC(C1=CC=C(C=C1)P(C1=CC=C(C=C1)C(F)(F)F)C1=CC=C(C=C1)C(F)(F)F)(F)F